[NH4+].FC(C(=O)[O-])(C(C(C(C(F)(F)F)(F)F)(F)F)(F)F)F perfluorohexanoic acid ammonium salt